FC(C1=CC(=NC=C1)N1CCN(CC1)CCOC=1C=C(C#N)C=CC1)(F)F 3-(2-(4-(4-(trifluoromethyl)pyridin-2-yl)piperazin-1-yl)ethoxy)benzonitrile